CN(CCOC1=CC=C(NC=2N=CC3=C(N2)N(C(C(=C3)N3CCNC2=C(C=CC=C32)C)=O)CCO)C=C1)C 2-[4-[2-(dimethylamino)ethoxy]anilino]-8-(2-hydroxyethyl)-6-(5-methyl-3,4-dihydro-2H-quinoxalin-1-yl)pyrido[2,3-d]pyrimidin-7-one